(R)-1-(4-(2-(4-aminophenoxy)ethyl)-2-methylpiperazin-1-yl)ethan-1-one NC1=CC=C(OCCN2C[C@H](N(CC2)C(C)=O)C)C=C1